S(=O)(=O)(ON1[C@@H]2CC[C@H](N(C1=O)C2)C(NC(CC2CN(CC2)C(C)=O)=O)=N)O (2S,5R)-2-(N-(2-(1-acetylpyrrolidin-3-yl) acetyl) carbamimidoyl)-7-oxo-1,6-diazabicyclo[3.2.1]octan-6-yl hydrogen sulfate